C(=CCCC)C1C(CCC1)=O pentenyl-cyclopentanone